C1(CCCCC1)[C@H](C)NC(=O)OCN1CC(=CC=C1)C(NCCO[N+](=O)[O-])=O (S)-1-(((1-cyclohexylethylcarbamoyl)oxy)methyl)-3-((2-(nitrooxy)ethyl)carbamoyl)pyridin